2-[({3-amino-5H-pyrrolo[2,3-b]pyrazin-2-yl}formamido)ethyl]-6-(4-{bis[(2S,3R,4R,5R)-2,3,4,5,6-pentahydroxyhexyl]amino}piperidine-1-carbonyl)-1,3-diethyl-1H-1,3-benzodiazol-3-ium NC1=C(N=C2C(=N1)NC=C2)C(=O)NCCC2=[N+](C1=C(N2CC)C=C(C=C1)C(=O)N1CCC(CC1)N(C[C@@H]([C@H]([C@@H]([C@@H](CO)O)O)O)O)C[C@@H]([C@H]([C@@H]([C@@H](CO)O)O)O)O)CC